5-{7-[(2H9)butylamino]-1-fluoro-3-hydroxy-5,6,7,8-tetrahydronaphthalen-2-yl}-1λ6,2,5-thiadiazolidine-1,1,3-trione C(C(C(C([2H])([2H])[2H])([2H])NC1CCC=2C=C(C(=C(C2C1)F)N1CC(NS1(=O)=O)=O)O)([2H])[2H])([2H])([2H])[2H]